Methyl-5-{5-[(1S)-1-Aminoethyl]-3-Cyclopropyl-1H-1,2,4-triazol-1-yl}pyrazin CC1=NC=C(N=C1)N1N=C(N=C1[C@H](C)N)C1CC1